6-(6-(5-((2,6-difluorophenyl)sulfonylamino)-6-methoxypyridin-3-yl)quinazolin-4-yl)-2,6-diazaspiro[3.4]octane-2-carboxylic acid tert-butyl ester C(C)(C)(C)OC(=O)N1CC2(C1)CN(CC2)C2=NC=NC1=CC=C(C=C21)C=2C=NC(=C(C2)NS(=O)(=O)C2=C(C=CC=C2F)F)OC